7-Fluoro-8-((triisopropylsilyl)ethynyl)naphthalen-1-yl pivalate C(C(C)(C)C)(=O)OC1=CC=CC2=CC=C(C(=C12)C#C[Si](C(C)C)(C(C)C)C(C)C)F